C(C)(C)N1C(C(=NC=C1)C(=O)O)=O 4-isopropyl-3-oxo-3,4-dihydropyrazine-2-carboxylic acid